5-(3H-[1,2,3]triazolo[4,5-b]pyridin-5-yl)-N-(4-(1-cyclopropoxyethyl)phenyl)-2-fluorobenzamide N1=NNC2=NC(=CC=C21)C=2C=CC(=C(C(=O)NC1=CC=C(C=C1)C(C)OC1CC1)C2)F